2-((((1r,4r)-4-(2-((tert-butyldimethylsilyl)oxy)ethoxy)cyclohexyl)thio)methyl)-7-(cyclopropylmethoxy)-5-fluoroquinazolin-4(3H)-one [Si](C)(C)(C(C)(C)C)OCCOC1CCC(CC1)SCC1=NC2=CC(=CC(=C2C(N1)=O)F)OCC1CC1